3,4-dihydro-2H-isoquinolin-1-one C1(NCCC2=CC=CC=C12)=O